6-[2-(2-chlorophenyl)ethyl]-4-hydroxypyridazin-3(2H)-one ClC1=C(C=CC=C1)CCC=1C=C(C(NN1)=O)O